Tert-Butyl N-(3-{[(Tert-Butoxy)Carbonyl]({2-[(4-Chloroquinolin-7-Yl)Oxy]Ethyl})Amino}Propyl)Carbamate C(C)(C)(C)OC(=O)N(CCCNC(OC(C)(C)C)=O)CCOC1=CC=C2C(=CC=NC2=C1)Cl